NC1=C(C=CC(=C1)F)C1=C(C=C(C(=C1)Cl)C(=O)NC1=CC(=C(C=C1)S(=O)(=O)C)C(F)(F)F)F 2'-amino-5-chloro-2,4'-difluoro-N-(4-(methylsulfonyl)-3-(trifluoromethyl)phenyl)-[1,1'-biphenyl]-4-carboxamide